4,6-di-tert-amyl-phenyl-acrylate C(C)(C)(CC)C1=CC=C(C(=C1)C(C)(C)CC)OC(C=C)=O